tert-Butyl 3-[4-(4,4,5,5-tetramethyl-1,3,2-dioxaborolan-2-yl)-1H-pyrazol-1-yl]azetidine-1-carboxylate CC1(OB(OC1(C)C)C=1C=NN(C1)C1CN(C1)C(=O)OC(C)(C)C)C